COC(CCC1=CC2=CC=C(C=C2C=C1)C1=C(C=CC=C1)OC1=C(C=CC=C1)F)=O 3-{6-[2-(2-fluoro-phenoxy)-phenyl]-Naphthalen-2-yl}-propionic acid methyl ester